C1(CC1)C1=NC=NC(=C1C=1N=CC2=C(N1)N(C(C=C2)=O)CC2=CC=C(C=C2)C=2N(C=C(N2)C(F)(F)F)CCO)OC 2-(4-cyclopropyl-6-methoxypyrimidin-5-yl)-8-({4-[1-(2-hydroxyethyl)-4-(trifluoromethyl)imidazol-2-yl]phenyl}methyl)pyrido[2,3-d]pyrimidin-7-one